C(C1=CC=CC=C1)OC=1C=C(C=C(C1)C(F)(F)F)[C@@H](C)N (R)-1-(3-(benzyloxy)-5-(trifluoromethyl)phenyl)ethane-1-amine